(4-fluorophenyl)-[(3S)-3-[3-(4-fluorophenyl)-1,2,4-oxadiazol-5-yl]piperidin-1-yl]methanone FC1=CC=C(C=C1)C(=O)N1C[C@H](CCC1)C1=NC(=NO1)C1=CC=C(C=C1)F